5-Fluoro-N-(1-((2S,3R,4R,5R)-3-fluoro-4-hydroxy-5-(hydroxymethyl)tetrahydrofuran-2-yl)-2-oxo-1,2-dihydropyrimidin-4-yl)picolinamide FC=1C=CC(=NC1)C(=O)NC1=NC(N(C=C1)[C@H]1O[C@@H]([C@H]([C@H]1F)O)CO)=O